CC1(CCC(CC1)NC1=NC(=NC=C1[N+](=O)[O-])NC1CCOCC1)C(=O)OCC ethyl (1s,4s)-1-methyl-4-((5-nitro-2-((tetrahydro-2H-pyran-4-yl)amino)pyrimidin-4-yl)amino)cyclohexane-1-carboxylate